(R)-3-[2-[3-(4-amino-8-pyrazol-1-yl-pyrido[3,2-d]pyrimidin-6-yl)phenyl]ethynyl]-3-hydroxy-1-methyl-pyrrolidin-2-one NC=1C2=C(N=CN1)C(=CC(=N2)C=2C=C(C=CC2)C#C[C@]2(C(N(CC2)C)=O)O)N2N=CC=C2